N1C(=NC=C1)C1=NC=2C(=C3C(=NC2)N(C=C3)S(=O)(=O)C3=CC=CC=C3)N1[C@H]1CN(CC1)C(C=C)=O (R)-1-(3-(2-(1H-imidazol-2-yl)-6-(phenylsulfonyl)imidazo[4,5-d]Pyrrolo[2,3-b]Pyridin-1(6H)-yl)pyrrolidin-1-yl)prop-2-en-1-one